C1([C@@H](O)[C@@H](O)[C@H](O)[C@H](O1)CO)C([C@H](O)[C@H](O)CO)O mannopyranosyl-erythritol